6-(4-((1H-indazol-5-yl)amino)-5-fluoropyrimidin-2-yl)-N-(pyridazin-4-yl)-1H-indole-2-carboxamide N1N=CC2=CC(=CC=C12)NC1=NC(=NC=C1F)C1=CC=C2C=C(NC2=C1)C(=O)NC1=CN=NC=C1